2-chloro-N-(5-chloro-2-(trifluoromethyl)phenyl)acetamide ClCC(=O)NC1=C(C=CC(=C1)Cl)C(F)(F)F